2-Chloro-6,6-bis(hydroxymethyl)-7,8-dihydroquinolin-5-one ClC1=NC=2CCC(C(C2C=C1)=O)(CO)CO